benzyl (2R-3S,5S)-2-((((CIS)-4-(3-fluorophenyl)cyclohexyl)oxy)methyl)-3-((4-methoxybenzyl)amino)-5-(methoxymethyl)pyrrolidine-1-carboxylate FC=1C=C(C=CC1)[C@H]1CC[C@H](CC1)OC[C@@H]1N([C@@H](C[C@@H]1NCC1=CC=C(C=C1)OC)COC)C(=O)OCC1=CC=CC=C1